3,5-bis(1,1-dimethylethyl)-4-hydroxy-phenylacrylamide CC(C)(C)C=1C=C(C=C(C1O)C(C)(C)C)C(C(=O)N)=C